5-bromo-2-(3-(3-fluoro-4-((triisopropylsilyl)ethynyl)phenoxy)piperidin-1-yl)pyridine BrC=1C=CC(=NC1)N1CC(CCC1)OC1=CC(=C(C=C1)C#C[Si](C(C)C)(C(C)C)C(C)C)F